methyl 2-(3,5-dichloro-4-(4-hydroxy-2-methyl-3-(prop-1-en-2-yl)benzyl)phenoxy)acetate ClC=1C=C(OCC(=O)OC)C=C(C1CC1=C(C(=C(C=C1)O)C(=C)C)C)Cl